ClC1=NC2=C(C=C(C=C2C(=C1)C(C)(C)O)Cl)C(F)(F)F 2-(2,6-Dichloro-8-(trifluoromethyl)quinolin-4-yl)propan-2-ol